N(=[N+]=[N-])CC1=C(N=C(N1CC1=CC=C(C=C1)C=1C(=CC=CC1)C#N)CCCC)Cl 4'-((5-(azidomethyl)-2-butyl-4-chloro-1H-imidazol-1-yl)methyl)-[1,1'-biphenyl]-2-carbonitrile